C(C1=CC=CC=C1)O[C@@H]1CC[C@H](CC1)C(=O)C1=C2C(=NC=C1OC)N(C=C2)[Si](C(C)C)(C(C)C)C(C)C (trans-4-(benzyloxy)cyclohexyl)(5-methoxy-1-(triisopropylsilyl)-1H-pyrrolo[2,3-b]pyridin-4-yl)methanone